ClC=1C(=NC=CC1)C(=O)NC1=CC=C(C=C1)N1C2=C(NC(CC1=O)=O)C1=CC=CC=C1C=C2 5-[4-[[(3-chloropyridin-2-yl)carbonyl]amino]phenyl]-1H-naphtho[1,2-b][1,4]diazepine-2,4(3H,5H)-dione